C(CC)C1=CC=C(C=CC)C=C1 para-n-propyl-(methyl)styrene